FC1=C(C=C2C(=NN(C(C2=C1)=O)C1C(NC(CC1)=O)=O)C)N1CCN(CC1)CC1CCNCC1 3-(7-fluoro-4-methyl-1-oxo-6-(4-(piperidin-4-ylmethyl)piperazin-1-yl)phthalazine-2(1H)-yl)piperidine-2,6-dione